rac-tert-Butyl 6-((3R,4R)-3,4-difluoropyrrolidin-1-yl)quinoline-4-carboxylate F[C@@H]1CN(C[C@H]1F)C=1C=C2C(=CC=NC2=CC1)C(=O)OC(C)(C)C |r|